12E-heptadecenal C(C=CCCCCCCCCCCCCCC)=O